FC=1C=C2C=3CCN(C(C3NC2=CC1)C1=CC=C(C=C1)C)C(=O)OC methyl 6-fluoro-1-(4-methylphenyl)-1,3,4,9-tetrahydro-2H-β-carboline-2-carboxylate